4-(4-methylpiperazin-1-yl-2,2,3,3,5,5,6,6-d8)benzene-1,2-diamine CN1C(C(N(C(C1([2H])[2H])([2H])[2H])C=1C=C(C(=CC1)N)N)([2H])[2H])([2H])[2H]